6-(2,3-difluorophenoxy)-2-fluoro-3-(trifluoromethyl)benzoic acid FC1=C(OC2=CC=C(C(=C2C(=O)O)F)C(F)(F)F)C=CC=C1F